ClC1=CC(=C(C=C1)NC(C1=CC=NC=C1)=O)C(C1=CC=CC=C1)O N-(4-chloro-2-(hydroxy(phenyl)methyl)phenyl)isonicotinamide